B(O)(O)O.FC(F)(F)[SiH3].FC(F)(F)[SiH3].FC(F)(F)[SiH3] tri(trifluoromethylsilane) borate